C(C)C1=C(C(=NN1CC1=C(C=CC=C1)F)C(=O)O)[N+](=O)[O-] 5-ethyl-1-(2-fluorobenzyl)-4-nitro-1H-pyrazole-3-carboxylic acid